N-methylethanamine CNCC